Acetylneuraminate C(C)(=O)OC(=O)C1(O)C[C@H](O)[C@@H](N)[C@@H](O1)[C@H](O)[C@H](O)CO